N1N=NN=C1C=1N=NNC1C1=NN=NN1 4,5-bis(tetrazolyl)-[1,2,3]triazole